FC1=C(C=CC=C1)O 4-fluoro-3-hydroxybenzene